C(N)(=O)CN(CC(=O)N)C1=C(C=C(C=C1)C=O)C 2-[(CARBAMOYLMETHYL)(4-FORMYL-2-METHYLPHENYL)AMINO]ACETAMIDE